COC(=O)[C@@H]1N(CC(C1)=O)C(=O)OC(C)(C)C (2R)-4-oxopyrrolidine-1,2-dicarboxylic acid 1-tert-butyl ester 2-methyl ester